COC1=CC=C(C=C1)\N=C(/C#N)\C1=CSC=C1 (Z)-alpha-(p-methoxyphenylimino)-3-thiopheneacetonitrile